7-bromo-4-(3,5-di-tert-butyl-4-hydroxyphenyl)-3,3-difluoro-2-phenylchroman-2-ol BrC1=CC=C2C(C(C(OC2=C1)(O)C1=CC=CC=C1)(F)F)C1=CC(=C(C(=C1)C(C)(C)C)O)C(C)(C)C